N-(1-(4-chlorophenyl)-2-(p-toluenesulfonyl)vinyl)methacrylamide tin titanium [Ti].[Sn].ClC1=CC=C(C=C1)C(=CS(=O)(=O)C1=CC=C(C)C=C1)NC(C(=C)C)=O